C1(=CC=C(C=C1)N(C1=CC(=C(C=C1)C1=CC(=CC=C1)C1=CC=C(C=C1)NC1=CC=C(C=C1)C1=CC=CC=C1)C1=CC=CC=C1)C1=CC=CC=C1)C1=CC=CC=C1 4-{(biphenyl-4-yl)-phenylamino}-4''-{(biphenyl-4-yl)-amino}-2-phenyl-1,1':3',1''-terphenyl